C(C=C)N1C[C@@H](C=C2C3=C4C(C[C@H]12)=CNC4=CC=C3)C(=O)N(CC)CC (6aS,9R)-7-allyl-N,N-diethyl-4,6,6a,7,8,9-hexahydroindolo[4,3-fg]quinoline-9-carboxamide